NC1=NC=2C=C(C(=CC2C2=C1COC2)C(=O)N(CC2=NC=C(N=C2)C(F)(F)F)CC)Cl 4-amino-7-chloro-N-ethyl-N-((5-(trifluoromethyl)-2-pyrazinyl)methyl)-1,3-dihydrofuro[3,4-c]quinoline-8-carboxamide